ClC1=CC=C(C=C1)SC=1N([C@H]2[C@H](OC)[C@H](O)[C@@H](CO)O2)C=2N=CN=C(C2N1)N 8-(4-chloro-phenylsulfanyl)-2'-O-methyladenosine